sodium oleyl-sulfuric acid C(CCCCCCC\C=C/CCCCCCCC)OS(O)(=O)=O.[Na]